N-cyclopropyl-2-(6-methoxy-2-(2-methoxyimidazo[2,1-b][1,3,4]thiadiazol-6-yl)pyrazolo[1,5-a]pyridin-4-yloxy)acetamide diisopropylchlorophosphoramidite C(C)(C)N(P(O)Cl)C(C)C.C1(CC1)NC(COC=1C=2N(C=C(C1)OC)N=C(C2)C=2N=C1SC(=NN1C2)OC)=O